FC1=CC=CC=2CS(CC21)(=O)=O 4-fluoro-1,3-dihydrobenzo[c]thiophene 2,2-dioxide